trans-N-(3-(1-(difluoromethyl)-1H-pyrazol-4-yl)-1-methylpiperidin-4-yl)-2,2-dimethyl-3-((3-(trifluoromethoxy)pyridin-2-yl)oxy)propanamide FC(N1N=CC(=C1)[C@@H]1CN(CC[C@H]1NC(C(COC1=NC=CC=C1OC(F)(F)F)(C)C)=O)C)F